C(#N)C1=C(C=CC(=N1)NC(N(CC1=NNC(=C1)C(F)(F)F)C=1C=NC(=NC1)OC)=O)F (6-Cyano-5-fluoropyridin-2-yl)-1-(2-methoxypyrimidin-5-yl)-1-((5-(trifluoromethyl)-1H-pyrazol-3-yl)methyl)urea